di(4-fluorophenyl)phosphoryl fluoride FC1=CC=C(C=C1)P(=O)(C1=CC=C(C=C1)F)F